2-(3-(1-(9-((4,6-difluoro-1H-indol-5-yl)oxy)imidazo[2,1-a]isoquinolin-3-yl)ethyl)-2-fluorophenyl)acetic acid FC1=C2C=CNC2=CC(=C1OC1=CC=C2C=CN3C(C2=C1)=NC=C3C(C)C=3C(=C(C=CC3)CC(=O)O)F)F